N=1C=C(N2C1C=CC=C2)C(=O)N2CC1=C(CC2)C(=CS1)C(=O)NC1=CC(=C(C=C1)OCC1COC1)C(F)(F)F 6-(imidazo[1,2-a]pyridine-3-carbonyl)-N-(4-(oxetan-3-ylmethoxy)-3-(trifluoro-methyl)phenyl)-4,5,6,7-tetrahydrothieno[2,3-c]pyridine-3-carboxamide